5-{4-bromo-3-[(piperidin-4-yl)methoxy]phenyl}-1,3,4-oxadiazol BrC1=C(C=C(C=C1)C1=NN=CO1)OCC1CCNCC1